2-amino-N-(4-benzyl-3-oxo-3,4-dihydro-2H-benzo[b][1,4]thiazin-6-yl)-7,8-dihydropyrido[4,3-d]pyrimidine-6(5H)-carboxamide NC=1N=CC2=C(N1)CCN(C2)C(=O)NC2=CC1=C(SCC(N1CC1=CC=CC=C1)=O)C=C2